tetrakis(tri-tert-butylphosphino)palladium(0) C(C)(C)(C)P(C(C)(C)C)(C(C)(C)C)[Pd-4](P(C(C)(C)C)(C(C)(C)C)C(C)(C)C)(P(C(C)(C)C)(C(C)(C)C)C(C)(C)C)P(C(C)(C)C)(C(C)(C)C)C(C)(C)C